2-(1-benzofuran-5-yl)-3-(pyridin-4-yl)-4,5,6,7-tetrahydropyrazolo[1,5-a]pyrazine O1C=CC2=C1C=CC(=C2)C2=NN1C(CNCC1)=C2C2=CC=NC=C2